1-(3-Fluoro-5-(trifluoromethyl)pyridin-2-yl)-N-((3R,4R)-4-(2-hydroxy-2-methylpropoxy)-1-(oxetan-3-ylsulfonyl)pyrrolidin-3-yl)-1H-pyrrolo[3,2-c]pyridine-6-carboxamide FC=1C(=NC=C(C1)C(F)(F)F)N1C=CC=2C=NC(=CC21)C(=O)N[C@@H]2CN(C[C@H]2OCC(C)(C)O)S(=O)(=O)C2COC2